tert-butyl 7-[4-[(5-cyclopropyl-1H-pyrazol-3-yl)amino]pyrimidin-2-yl]-2,7-diazaspiro[4.4]nonane-2-carboxylate C1(CC1)C1=CC(=NN1)NC1=NC(=NC=C1)N1CC2(CCN(C2)C(=O)OC(C)(C)C)CC1